C(\C=C\C)N1C(C2=C(C(=C1)C=1C=C(C(=O)NC)C=CC1OC)C=CN2)=O 3-[6-[(E)-but-2-enyl]-7-oxo-1H-pyrrolo[2,3-c]pyridin-4-yl]-4-methoxy-N-methylbenzamide